N-methoxy-N-methyl-cyclopropaneformamide-14C CON(C(=O)[14CH]1CC1)C